1-(3-chloro-4-methoxyphenyl)-5-(3,5-dimethoxyphenyl)-2-iodo-1H-benzo[d]imidazole ClC=1C=C(C=CC1OC)N1C(=NC2=C1C=CC(=C2)C2=CC(=CC(=C2)OC)OC)I